tert-butyl (1R,5S)-3-(3-fluoro-4-(2-methylimidazo[1,2-a]pyrazine-6-carboxamido)phenyl)-3,8-diazabicyclo[3.2.1]octane-8-carboxylate FC=1C=C(C=CC1NC(=O)C=1N=CC=2N(C1)C=C(N2)C)N2C[C@H]1CC[C@@H](C2)N1C(=O)OC(C)(C)C